bromo-4-(trans-4-heptylcyclohexyl)benzene BrC1=CC=C(C=C1)[C@@H]1CC[C@H](CC1)CCCCCCC